C1[C@@H]2N(CCN1C(=O)Cl)CCC2 (R)-hexahydropyrrolo[1,2-a]pyrazine-2(1H)-carbonyl chloride